C(C(C)(C)C)(=O)OC1=CC=C(C=C1)S(NC1=C(C=CC=C1)C(NCCSC(C1=CC=CC=C1)(C1=CC=CC=C1)C1=CC=CC=C1)=O)(=O)=O 4-(N-(2-((2-(tritylthio)ethyl)carbamoyl)phenyl)sulfamoyl)phenyl pivalate